OC(CC1=NSC(=N1)NC(=O)C1=C(OC(=C1)C1=CC(=CC=C1)OC(F)(F)F)C)C N-(3-(2-hydroxypropyl)-1,2,4-thiadiazol-5-yl)-2-methyl-5-(3-(trifluoromethoxy)phenyl)furan-3-carboxamide